C(C1=CC=CC=C1)OC1=CC(=C(C=C1)Cl)[N+](=O)[O-] 4-(benzyloxy)-1-chloro-2-nitrobenzene